(4-(5-bromo-6-methylpyridin-2-yl)-1-methyl-1H-imidazol-5-yl)methanol BrC=1C=CC(=NC1C)C=1N=CN(C1CO)C